1'-[2,3,5,6-tetrafluoro-1,4-phenylenebis(methylene)]bis-1,4,8,11-tetraazacyclotetradecane FC1=C(C(=C(C(=C1F)CN1CCNCCCNCCNCCC1)F)F)CN1CCNCCCNCCNCCC1